C1(=CC=CC2=CC3=CC=CC=C3C=C12)SC1=CC=CC2=CC3=CC=CC=C3C=C12 anthracenyl thioether